CC1=NC=2N(C(=C1)C)N=CC2C(=O)NC=2C=CC1=C(NC(=N1)C)C2 5,7-DIMETHYL-N-(2-METHYL-1H-1,3-BENZODIAZOL-6-YL)PYRAZOLO[1,5-a]PYRIMIDINE-3-CARBOXAMIDE